pyran-6(2H)-one O1CCC=CC1=O